CC1C=CC=CC1(C)C 2,3,3-trimethyl-3H-benzol